2-(4-chloro-2-(trifluoromethyl)benzyl)-1-(2-(difluoromethoxy)ethyl)-N-(4-(ethylsulfonyl)benzyl)-6-fluoro-1H-indole-5-carboxamide ClC1=CC(=C(CC=2N(C3=CC(=C(C=C3C2)C(=O)NCC2=CC=C(C=C2)S(=O)(=O)CC)F)CCOC(F)F)C=C1)C(F)(F)F